4-hydroxy-1-methyl-2-oxo-7-phenoxy-1,2-dihydro-quinoline OC1=CC(N(C2=CC(=CC=C12)OC1=CC=CC=C1)C)=O